perfluoro-octyltriethoxysilane FC(C(F)(F)F)(O[Si](OC(C(F)(F)F)(F)F)(OC(C(F)(F)F)(F)F)C(C(C(C(C(C(C(C(F)(F)F)(F)F)(F)F)(F)F)(F)F)(F)F)(F)F)(F)F)F